CCCC/C=C\\CCCCCCCCCC(=O)SCCNC(=O)CCNC(=O)[C@@H](C(C)(C)COP(=O)(O)OP(=O)(O)OC[C@@H]1[C@H]([C@H]([C@@H](O1)N2C=NC3=C(N=CN=C32)N)O)OP(=O)(O)O)O The molecule is a hexadecenoyl-CoA that results from the formal condensation of the thiol group of coenzyme A with the carboxy group of (11Z)-hexadec-11-enoic acid. It derives from a (Z)-hexadec-11-enoic acid. It is a conjugate acid of an (11Z)-hexadec-11-enoyl-CoA(4-).